tert-butyl 4-(1-(2,3-dihydrobenzofuran-6-yl)ethyl)piperazine-1-carboxylate O1CCC2=C1C=C(C=C2)C(C)N2CCN(CC2)C(=O)OC(C)(C)C